4-(dimethylamino)piperidin-2-one CN(C1CC(NCC1)=O)C